Gadolinium(II) triflate [O-]S(=O)(=O)C(F)(F)F.[Gd+2].[O-]S(=O)(=O)C(F)(F)F